7-(Diethylamino)-N-hexyl-2-oxo-2H-chromene-3-carboxamide C(C)N(C1=CC=C2C=C(C(OC2=C1)=O)C(=O)NCCCCCC)CC